(4-((3-((tert-Butyldimethylsilyl)oxy)propyl)amino)-6-chloropyridin-3-yl)(cyclopropyl)methanone [Si](C)(C)(C(C)(C)C)OCCCNC1=C(C=NC(=C1)Cl)C(=O)C1CC1